S1C(SCCC1)C=1C=CC=2NC3=CC=CC=C3C2C1 3-(1,3-dithian-2-yl)-9H-carbazole